C1CCC2=C(C=3CCCC3C=C12)NC(=O)NS(=O)(=O)C=CCC1NCCC1 N-((1,2,3,5,6,7-hexahydro-S-indacen-4-yl)carbamoyl)-3-(pyrrolidin-2-yl)prop-1-ene-1-sulfonamide